FC(C1=NN(C=C1NC(C1=NC(=CC=C1)C1=NNC=C1)=O)C1CN(C1)C1CCN(CC1)C(C(C)C)=O)F N-(3-(difluoromethyl)-1-(1-(1-isobutyrylpiperidin-4-yl)azetidin-3-yl)-1H-pyrazol-4-yl)-6-(1H-pyrazol-3-yl)-2-picolinamide